7-{5-[(3S)-3-[(3-fluorophenyl)methyl]piperidine-1-carbonyl]-6-methylpyridin-3-yl}-5-(trifluoromethyl)pyrrolo[2,1-f][1,2,4]triazin-4-amine FC=1C=C(C=CC1)C[C@H]1CN(CCC1)C(=O)C=1C=C(C=NC1C)C1=CC(=C2C(=NC=NN21)N)C(F)(F)F